5-hydroxymethyl-3-phenyl-2-furaldehyde OCC1=CC(=C(O1)C=O)C1=CC=CC=C1